P(O)(=O)(OP(=O)(O)OP(=O)(O)O)OC[C@@H]1[C@H](C[C@@H](O1)N1C(=O)NC(=O)C=C1)O 2'-deoxyuridine-5'-Triphosphate